5-fluoro-3-((2-methoxy-6-methylpyridin-3-yl)methyl)-6-(1,1,2,2-tetrafluoroethyl)pyrimidin-4(3H)-one FC=1C(N(C=NC1C(C(F)F)(F)F)CC=1C(=NC(=CC1)C)OC)=O